CC=1C=C(C=CC1)I 3-methyl-phenyl iodide